ClC=1C=C(C=C(C1)Cl)C1(CC(=NO1)C1=CC(=C(C(=O)NC2CS(C2)=O)C=C1)C)C(F)(F)F 4-[5-(3,5-di-chlorophenyl)-5-(trifluoromethyl)-4H-isoxazol-3-yl]-2-methyl-N-(1-oxothietan-3-yl)benzamide